OC1=C(C(N(C=C1)C)=O)NC(N[C@@H](CC(=O)OCC)C=1SC(=CC1)CC1=C(C=CC=C1)C)=O ethyl (S)-3-(3-(4-hydroxy-1-methyl-2-oxo-1,2-dihydropyridin-3-yl)ureido)-3-(5-(2-methylbenzyl) thiophen-2-yl)propanoate